6-((2-((3R,4S)-3-Amino-4-fluoro-1-piperidinyl)-5-(trifluoromethyl)-1H-benzimidazol-1-yl)methyl)-3-pyridincarbonitril N[C@@H]1CN(CC[C@@H]1F)C1=NC2=C(N1CC1=CC=C(C=N1)C#N)C=CC(=C2)C(F)(F)F